(aminomethyl)-5-chloro-6-(4-fluorophenyl)pyrazin-2-amine NCC=1C(=NC(=C(N1)Cl)C1=CC=C(C=C1)F)N